(R)-N-(1-(4-((2-fluoro-3-methyl-4-((1-methyl-1H-benzo[d][1,2,3]triazol-5-yl)oxy)phenyl)amino)pyrido[3,2-d]pyrimidin-6-yl)azepan-4-yl)acrylamide FC1=C(C=CC(=C1C)OC1=CC2=C(N(N=N2)C)C=C1)NC=1C2=C(N=CN1)C=CC(=N2)N2CC[C@@H](CCC2)NC(C=C)=O